1-(5-fluoro-1,3-dihydro-2H-isoindol-2-yl)-2-(1,3-thiazol-2-ylsulfonyl)ethanone FC=1C=C2CN(CC2=CC1)C(CS(=O)(=O)C=1SC=CN1)=O